C1(=CC=CC=C1)COC(NCCC(CC)CC)=O (3-ethylpentyl)carbamic acid phenylmethyl ester